FC(C(CCCCC)=O)(F)F trifluoro-2-heptanone